2-(3,5-bis(docosyloxy)phenyl)ethan-1-ol C(CCCCCCCCCCCCCCCCCCCCC)OC=1C=C(C=C(C1)OCCCCCCCCCCCCCCCCCCCCCC)CCO